COCCOC(=O)N1C(CCC2=CC=C(C=C12)CCN1CCN(CC1)C1=CC(=CC2=C1C=CS2)F)=O 7-(2-(4-(6-fluorobenzothiophen-4-yl)piperazin-1-yl)ethyl)-2-oxo-3,4-dihydroquinoline-1(2H)-carboxylic acid-2-methoxyethyl ester